(3-methoxynaphthalen-1-yl)-boronic acid COC=1C=C(C2=CC=CC=C2C1)B(O)O